2-octenyl-6-hydroxyphenol C(=CCCCCCC)C1=C(C(=CC=C1)O)O